(cyclopentylamino)-4-methylthiophene-3-carboxylic acid C1(CCCC1)NC=1SC=C(C1C(=O)O)C